CC(C(=O)N1CCN(C2=CC=CC=C12)C1=CC=CC=C1)CNCC1=NC=CC=C1 2-methyl-1-(4-phenyl-3,4-dihydroquinoxaline-1(2H)-yl)-3-((pyridin-2-ylmethyl)amino)propan-1-one